BrC=1N(C2=NC(=NC(=C2N1)N1[C@@H](COCC1)C)N1N=CC(=C1)C1=CC=CC=C1)CC (R)-4-(8-bromo-9-ethyl-2-(4-phenyl-1H-pyrazol-1-yl)-9H-purin-6-yl)-3-methylmorpholine